N[C@@H]1[C@@H](CCC1)C(=O)OCC1=CC=CC=C1 benzyl (1R,2S)-2-aminocyclopentanecarboxylate